benzyl 4-(3-methoxycarbonyl cyclobutoxy)piperidine-1-carboxylate COC(=O)C1CC(C1)OC1CCN(CC1)C(=O)OCC1=CC=CC=C1